(1,3-dihydroisobenzofuran-5-yl)methanamine hydrochloride Cl.C1OCC2=CC(=CC=C12)CN